N,N'-di-t-butoxycarbonyl-N''-(trifluoromethanesulfonyl)guanidine C(C)(C)(C)OC(=O)NC(=NS(=O)(=O)C(F)(F)F)NC(=O)OC(C)(C)C